2-(3-bromo-2-methylphenyl)-5-(hydroxymethyl)benzo[d]thiazole-7-carbonitrile BrC=1C(=C(C=CC1)C=1SC2=C(N1)C=C(C=C2C#N)CO)C